(S)-N1-(1-hydroxy-3-phenylpropan-2-yl)-N2-(3-(1-methyl-1H-imidazole-2-carbonyl)phenyl)oxalamide OC[C@H](CC1=CC=CC=C1)NC(C(=O)NC1=CC(=CC=C1)C(=O)C=1N(C=CN1)C)=O